N-(2-Amino-4-((4-(trifluoromethyl)benzyl)amino)phenyl)-2,3-difluorodecanamid NC1=C(C=CC(=C1)NCC1=CC=C(C=C1)C(F)(F)F)NC(C(C(CCCCCCC)F)F)=O